N-[3-chloro-2-fluoro-4-(1,2,3,6-tetrahydro-pyridin-4-yl)-phenyl]-3-fluoro-4-(1,2,3,6-tetrahydro-pyridin-4-yl)-benzamide ClC=1C(=C(C=CC1C=1CCNCC1)NC(C1=CC(=C(C=C1)C=1CCNCC1)F)=O)F